1-(9Z-octadecenoyl)-2-octadecanoyl-glycero-3-phospho-(1'-sn-glycerol) CCCCCCCCCCCCCCCCCC(=O)O[C@H](COC(=O)CCCCCCC/C=C\CCCCCCCC)COP(=O)(O)OC[C@H](CO)O